C(C)C=1C(=C2C=NNC2=C(C1F)C(=C)C)C=1N=CC=2N(C1)C=C(N2)NC(=O)C2C(C2)F N-(6-(5-ethyl-6-fluoro-7-(prop-1-en-2-yl)-1H-indazol-4-yl)imidazo[1,2-a]pyrazin-2-yl)-2-fluorocyclopropane-1-carboxamide